ClC=1C=C(C=CC1F)NC(N([C@H](C)C1=CNC(C2=CC=CC=C12)=O)CCCO)=O (R)-3-(3-chloro-4-fluorophenyl)-1-(3-hydroxypropyl)-1-(1-(1-oxo-1,2-dihydroisoquinolin-4-yl)ethyl)urea